5-(3-isopropyl-5-(2-(pyrrolidin-1-yl)ethyl)-1H-indol-2-yl)-1,3-dimethylpyridin-2(1H)-one C(C)(C)C1=C(NC2=CC=C(C=C12)CCN1CCCC1)C=1C=C(C(N(C1)C)=O)C